O=NC(C)CC1=CC=CC=C1 keto-amphetamine